2,2'-Methylen-bis(4-Methyl-6-tert.-butylphenol) C(C1=C(C(=CC(=C1)C)C(C)(C)C)O)C1=C(C(=CC(=C1)C)C(C)(C)C)O